1-(3-((4-((adamantan-1-yl)amino)butyl)amino)phenyl)dihydropyrimidine-2,4(1H,3H)-dione C12(CC3CC(CC(C1)C3)C2)NCCCCNC=2C=C(C=CC2)N2C(NC(CC2)=O)=O